2,3-diamino-5-naphthalenesulfonate NC1=CC=2C=CC=C(C2C=C1N)S(=O)(=O)[O-]